CN([C@H]1CN(CC1)C1CCN(CC1)C1=C(C=C(C(=C1)OC)NC1=NC=NC(=C1)N1OCC[C@@H]1C1=CC=C(C=C1)F)NC(C=C)=O)C N-(2-(4-((R)-3-(dimethylamino)pyrrolidine-1-yl)piperidine-1-yl)-5-((6-((R)-3-(4-fluorophenyl)isoxazolidine-2-yl)pyrimidine-4-yl)amino)-4-methoxyphenyl)acrylamide